1-(6-(4-((2-isopropoxypyrimidin-5-yl)amino)pyrido[3,2-d]pyrimidin-6-yl)-1,6-diazaspiro[3.3]heptan-1-yl)prop-2-en-1-one C(C)(C)OC1=NC=C(C=N1)NC=1C2=C(N=CN1)C=CC(=N2)N2CC1(CCN1C(C=C)=O)C2